C1=CC=CC=2C3=CC=CC=C3C(C12)COC(=O)N(CCC(=O)O)C 3-[9H-fluoren-9-yl-methoxycarbonyl-(methyl)amino]propanoic acid